ortho-toluenesulfonic acid CC=1C(=CC=CC1)S(=O)(=O)O